C(C)(C)(C)OCC1=NN(C=C1C(=O)NC(CC(=O)O)C1=CC=C(C=C1)C(F)(F)F)CCC1=NC=2NCCCC2C=C1 3-(3-(tert-butoxymethyl)-1-(2-(5,6,7,8-tetrahydro-1,8-naphthyridin-2-yl)ethyl)-1H-pyrazole-4-carboxamido)-3-(4-(trifluoromethyl)phenyl)propionic acid